1-[6-(furan-2-yl)-2-(methylsulfanyl)pyrimidin-4-yl]-5-Methoxy-2-(pyridin-4-yl)-1,3-benzodiazole O1C(=CC=C1)C1=CC(=NC(=N1)SC)N1C(=NC2=C1C=CC(=C2)OC)C2=CC=NC=C2